C(C)OC1=CSC(=C1)C1=NC=NC(=C1)NCCC1=CC=C(C=C1)F 3-Ethoxy-5-{6-[2-(4-fluoro-phenyl)-ethylamino]-pyrimidin-4-yl}-thiophene